O1C=CC2=C1C=CC(=C2)S(=O)(=O)N2CC1=C(C2)CN(C1)C(CCC(F)F)=O 1-(5-(Benzofuran-5-ylsulfonyl)-3,4,5,6-tetrahydropyrrolo[3,4-c]pyrrol-2(1H)-yl)-4,4-difluorobutan-1-one